N1=CC(=CC=C1)C=1SCC(N1)O 2-(pyridin-3-yl)-4,5-dihydro-thiazol-4-ol